C1(=CC=CC=C1)P(CCCO)C1=CC=CC=C1 3-(diphenylphosphino)-1-propanol